4-amino-N,1-dimethyl-N-((5S)-2-(trifluoromethyl)-5,8-dihydro-6H-pyrano[3,4-b]pyridin-5-yl)-1H-pyrazolo[4,3-c]quinoline-8-carboxamide NC1=NC=2C=CC(=CC2C2=C1C=NN2C)C(=O)N([C@@H]2COCC1=NC(=CC=C12)C(F)(F)F)C